ClC1=C2C(=NC(=C1)N[C@@H]1[C@H](COCC1)C)N(C=N2)C |r| (±)-7-chloro-3-methyl-N-[(3R,4S)-3-methyltetra-hydropyran-4-yl]imidazo[4,5-b]pyridin-5-amine